[C@H]12CN(C[C@H](CC1)O2)C=2C1=C(N=C(N2)OC[C@]23CCCN3C[C@@H](C2)F)C(=C(N=C1)C1=CC(=CC2=CC=C(C(=C12)F)F)O)F 4-(4-((1R,5S)-8-oxa-3-azabicyclo[3.2.1]octan-3-yl)-8-fluoro-2-(((2R,7aS)-2-fluorotetrahydro-1H-pyrrolizin-7a(5H)-yl)methoxy)pyrido[4,3-d]pyrimidin-7-yl)-5,6-difluoronaphthalen-2-ol